biferrocene [CH-]1C=CC=C1.[CH-]1C=CC=C1.[CH-]1C=C[CH-]C1=C2C=CC=C2.[Fe].[Fe]